COC=1C=C(C=CC1)C1=CC=CC=C1 3-methoxy-1,1'-biphenyl